C(C)(=O)N1N=C(CC1)C1=C(C=CC=C1)Cl (5s)-1-Acetyl-3-(2-Chlorophenyl)-4,5-Dihydro-1h-Pyrazol